N[C@@H](C(=O)N[C@@H](CCCC1=CC=CC=C1)B1OC(C(O1)(C)C)(C)C)CCS(=O)(=O)C (2R)-2-amino-4-methylsulfonyl-N-[(1R)-4-phenyl-1-(4,4,5,5-tetramethyl-1,3,2-dioxaborolan-2-yl)butyl]butanamide